2-azido-4,5-dimethoxybenzamide N(=[N+]=[N-])C1=C(C(=O)N)C=C(C(=C1)OC)OC